O=C1CCCCC2N1C(CC2)C(=O)O 5-oxo-octahydro-1H-pyrrolo[1,2-a]azepine-3-carboxylic acid